FC(C=1C(=C(C=CC1)[C@@H](C)NC=1C2=C(N=C(N1)C)N=CC(=C2)N2CC(N(CC2)C)=O)F)F (R)-4-(4-(1-(3-(difluoromethyl)-2-fluorophenyl)ethylamino)-2-methylpyrido[2,3-d]pyrimidin-6-yl)-1-methylpiperazin-2-one